ClC1=CC2=C(C(=NS2)C#CC)C=C1 6-chloro-3-(prop-1-yn-1-yl)benzo[d]isothiazole